(R)-7-(2-(3,4-difluorophenoxy)propyl)-2-thia-7-azaspiro[3.5]nonane 2,2-dioxide FC=1C=C(O[C@@H](CN2CCC3(CS(C3)(=O)=O)CC2)C)C=CC1F